5-(9-((4-(aminomethyl)phenyl)carbamoyl)-4,5-dihydrobenzo[b]thieno[2,3-d]oxepin-8-yl)-1-propyl-1H-indazole-4-carboxylic acid NCC1=CC=C(C=C1)NC(=O)C1=CC2=C(OCCC3=C2SC=C3)C=C1C1=C(C=3C=NN(C3C=C1)CCC)C(=O)O